C(CCCCCCCCCCCCCCCCCCCCC)C1=C(C=CC=C1)S(=O)(=O)O docosyl-benzenesulfonic acid